S-((Z)-2-(N-((4-amino-2-methylpyrimidin-5-yl)methyl)formamido)-5-hydroxypent-2-en-3-yl) (E)-3-(naphthalen-2-yl)prop-2-enethioate C1=C(C=CC2=CC=CC=C12)/C=C/C(S\C(=C(\C)/N(C=O)CC=1C(=NC(=NC1)C)N)\CCO)=O